NC=1C=CC(=C(C1)S(=O)(=O)NCC1=C(C=C(C=C1)OC)OC)N1N=CC(=C1)F 5-amino-N-(2,4-Dimethoxybenzyl)-2-(4-fluoro-1H-Pyrazol-1-yl)benzenesulfonamide